FC(S(=O)(=O)C1=CC=C(C=C1)C1(CC1)C1=NOC(=N1)CC(C(=O)O)=C)(F)F 2-((3-(1-(4-((trifluoromethyl)sulfonyl)phenyl)cyclopropyl)-1,2,4-oxadiazol-5-yl)methyl)acrylic acid